(2S,4S)-1-[(2S)-2-amino-3,3-dimethylbutanoyl]-4-hydroxy-N-[(1S)-1-[4-(4-methyl-1,3-thiazol-5-yl)phenyl]ethyl]pyrrolidine-2-carboxamide hydrochloride Cl.N[C@H](C(=O)N1[C@@H](C[C@@H](C1)O)C(=O)N[C@@H](C)C1=CC=C(C=C1)C1=C(N=CS1)C)C(C)(C)C